chloro-5-(5-(4,4-difluoro-3,3-dimethylbut-1-yn-1-yl)-3,4-dihydroquinolin-1(2H)-yl)-7-fluoro-[1,2,4]triazolo[4,3-a]quinazoline ClC1=NN=C2N1C1=CC=C(C=C1C(=N2)N2CCCC1=C(C=CC=C21)C#CC(C(F)F)(C)C)F